BrC=1C=C(C=C(C1)OC)C[C@H](C(=O)OC(C)(C)C)[C@@H]1CN(CC1)C(=O)OC(C)(C)C tert-butyl (3R)-3-[(2S)-3-(3-bromo-5-methoxyphenyl)-1-(tert-butoxy)-1-oxopropan-2-yl]pyrrolidine-1-carboxylate